COC(=O)[C@H]1[C@H]([C@@]2([C@@](OC3=C2C(=CC(=C3)OC)OC)([C@@H]1C1=CC=CC=C1)C1=CC=C(C=C1)OC)O)O |r| rac-(1R,2R,3S,3aR,8bS)-methyl-1,8b-dihydroxy-6,8-dimethoxy-3a-(4-methoxyphenyl)-3-phenyl-2,3,3a,8b-tetrahydro-1H-cyclopenta[b]benzofuran-2-carboxylate